(E)-1-(3-bromophenyl)-3-(trifluoromethyl)pent-2-en-1-one BrC=1C=C(C=CC1)C(\C=C(/CC)\C(F)(F)F)=O